(S)-(1,3-Dimethyl-azetidin-3-yl)-[3-(5-methyl-[1,2,4]oxadiazol-3-yl)-phenyl]-(4-trifluoromethoxy-phenyl)-methanol CN1CC(C1)(C)[C@](O)(C1=CC=C(C=C1)OC(F)(F)F)C1=CC(=CC=C1)C1=NOC(=N1)C